C1=NC=C(C2=CC=CC=C12)N1C(N(C[C@H]1C#N)C1=CN=NC(=C1)C(F)(F)F)=O (S)-3-(isoquinolin-4-yl)-2-oxo-1-(6-(trifluoromethyl)pyridazin-4-yl)imidazoline-4-carbonitrile